(+/-)-2-(4-(aminomethyl)thiazol-2-yl)-N-((3S,4R)-3-fluoro-1-methylpiperidin-4-yl)-1-(2,2,2-trifluoroethyl)-1H-indol-4-amine NCC=1N=C(SC1)C=1N(C=2C=CC=C(C2C1)N[C@H]1[C@H](CN(CC1)C)F)CC(F)(F)F |r|